COC1=C(OCCOCCOCCNC(OC(C)(C)C)=O)C(=CC(=C1)\C=C\C(N1CCC=CC1=O)=O)OC tert-butyl (E)-(2-(2-(2-(2,6-dimethoxy-4-(3-oxo-3-(6-oxo-3,6-dihydropyridin-1(2H)-yl)prop-1-en-1-yl)phenoxy)ethoxy)ethoxy)ethyl)carbamate